(S)-6-(3-Methyl-1H-pyrrolo[2,3-b]pyridin-5-yl)-2-(pyridin-2-yl)-8-(pyrrolidin-2-yl)-1,2,3,4-Tetrahydroisoquinoline CC1=CNC2=NC=C(C=C21)C=2C=C1CCN(CC1=C(C2)[C@H]2NCCC2)C2=NC=CC=C2